ClC1=CC(=C(C(=O)O)C=C1)NC1=CC(=CC=C1)C(F)(F)F 4-chloro-2-[3-(trifluoromethyl)anilino]benzoic acid